(methylsulfonyl)thiazol CS(=O)(=O)C=1SC=CN1